6-[4-[4-(aminomethyl)-1-oxo-2H-phthalazin-6-yl]-2-methyl-pyrazol-3-yl]-3-fluoro-quinoline-5-carbonitrile NCC1=NNC(C2=CC=C(C=C12)C1=C(N(N=C1)C)C1=C(C=2C=C(C=NC2C=C1)F)C#N)=O